N[C@@H](C(C)C)C(=O)N[C@@H](C(C)C)C(=O)N(C1C2CCC(C1C1=CC=CC=C1)C2)CC N-(Valyl-valyl)-(+)-N-ethyl-3-phenylbicyclo[2.2.1]heptan-2-amine